(R,E)-N-((5-(4-Fluoro-2-methyl-6-(pent-4-en-1-yloxy)phenyl)pyridin-3-yl)methylene)-2-methylpropane-2-sulfinamide FC1=CC(=C(C(=C1)OCCCC=C)C=1C=C(C=NC1)\C=N\[S@](=O)C(C)(C)C)C